C(C)(C)(C)OC(=O)N1CC=2N(CC1)C(=NN2)C2=NC=C(N=C2)OCC=2C(=NOC2C)C2=CC=C(C=C2)F 3-(5-((3-(4-fluorophenyl)-5-methylisoxazol-4-yl)methoxy)pyrazin-2-yl)-5,6-dihydro-[1,2,4]triazolo[4,3-a]pyrazine-7(8H)-carboxylic acid tert-butyl ester